rac-tert-butyl (1S,2S,3R,5R)-2-fluoro-3-((6-(2-(methoxymethoxy)-4-(1-methyl-1H-pyrazol-4-yl)phenyl)pyridazin-3-yl)oxy)-9-azabicyclo[3.3.1]nonane-9-carboxylate F[C@H]1[C@@H]2CCC[C@H](C[C@H]1OC=1N=NC(=CC1)C1=C(C=C(C=C1)C=1C=NN(C1)C)OCOC)N2C(=O)OC(C)(C)C |r|